C(CCCC)OCOCCCC(CC(CC(C)Cl)C)C 8-chloro-4,6-dimethylnonyl pentyloxymethyl ether